1-(phenylsulfonyl)-6-(prop-1-en-2-yl)-1H-pyrrolo[2,3-b]pyridine C1(=CC=CC=C1)S(=O)(=O)N1C=CC=2C1=NC(=CC2)C(=C)C